C(#N)C1=CC(=C(C=C1)NC(C(C)(C)N1N=C(C(=C1)C#CC1CN(C1)C=1C=C2C(N(C(C2=CC1)=O)C1C(NC(CC1)=O)=O)=O)C#N)=O)C1CC1 N-(4-cyano-2-cyclopropylphenyl)-2-(3-cyano-4-((1-(2-(2,6-dioxopiperidine-3-yl)-1,3-dioxoisoindoline-5-yl)azetidin-3-yl)ethynyl)-1H-pyrazol-1-yl)-2-methylpropionamide